[N+](=O)([O-])C1=NN(C=C1C1=NC=2CCNC(C2C=C1)=O)C=1C=C(C=CC1)NC(C=C)=O N-(3-(3-nitro-4-(5-oxo-5,6,7,8-tetrahydro-1,6-naphthyridin-2-yl)-1H-pyrazol-1-yl)phenyl)acrylamide